C12CN(CC(CCC1)N2)C=2OC1=C(N2)C(=CC=C1C=1SC=CN1)Cl 2-(3,9-diazabicyclo[3.3.1]nonan-3-yl)-4-chloro-7-(thiazol-2-yl)benzo[d]oxazole